NC=1C(=CC(=C(C1)C1=CC=C(C=C1)F)Cl)C(=O)OC Methyl 5-amino-2-chloro-4'-fluoro-[1,1'-biphenyl]-4-carboxylate